N-((tetrahydro-2H-pyran-3-yl)methyl)pyrazine-2-carboxamide O1CC(CCC1)CNC(=O)C1=NC=CN=C1